(S)-2'-methoxymethoxy-1,1'-binaphthyl-2-ol COCOC1=C(C2=CC=CC=C2C=C1)C=1C(=CC=C2C=CC=CC12)O